O1[C@@H]2[C@@H](NCC1)CN(C2)C(=O)OC(C)(C)C |o1:1,2| tertbutyl rel-(4aS,7aS)-3,4,4a,5,7,7a-hexahydro-2H-pyrrolo[3,4-b][1,4]oxazine-6-carboxylate